C1(CCCCC1)[C@@H](C(=O)NC=1C=C2CC(CC2=CC1)(C(NC)=O)N1C(N[C@@H](C1)CC1=CC=C(C=C1)OC)=O)NC(=O)C1=CC=NN1C N-((1S)-1-cyclohexyl-2-((2-((R)-4-(4-methoxybenzyl)-2-oxoimidazolidin-1-yl)-2-(methylcarbamoyl)-2,3-dihydro-1H-inden-5-yl)amino)-2-oxoethyl)-1-methyl-1H-pyrazole-5-carboxamide